2-(2-hydroxy-4-propoxy-5-methylphenyl)-4,6-bis(2,4-di-t-butylphenyl)s-triazine OC1=C(C=C(C(=C1)OCCC)C)C1=NC(=NC(=N1)C1=C(C=C(C=C1)C(C)(C)C)C(C)(C)C)C1=C(C=C(C=C1)C(C)(C)C)C(C)(C)C